2-cyclopropoxy-3-fluoroaniline C1(CC1)OC1=C(N)C=CC=C1F